3-(5-fluoropyrimidin-2-yl)-4-methoxyphenol FC=1C=NC(=NC1)C=1C=C(C=CC1OC)O